NCC1CCN(CC1)C(=O)C1=C(C=C(C=C1)NC=1C=2N(C=CN1)C(=CN2)C2=C(C=C(C=C2)OC)Cl)C (4-(aminomethyl)piperidin-1-yl)(4-((3-(2-chloro-4-methoxyphenyl)imidazo[1,2-a]pyrazin-8-yl)amino)-2-methylphenyl)methanone